FC=1C=C(C=CC1)C(C)(C)C=1C=C(C=2[C@H]3[C@H](C(OC2C1)(C)C)CC=C(C3)C)O (6Ar,10aR)-3-[2-(3-fluorophenyl)propan-2-yl]-6,6,9-trimethyl-6a,7,10,10a-tetrahydrobenzo[c]chromen-1-ol